N-((6-bromopyridin-2-yl)methyl)-4-methylaniline BrC1=CC=CC(=N1)CNC1=CC=C(C=C1)C